C(CCCCCCCCCCCCC)(=O)O.OC[C@H](O)[C@@H](O)[C@H](O)[C@H](O)CO sorbitol monomyristate